CN1N=C(C=C1)C1=CC(=CC=C1)B1OC(C(O1)(C)C)(C)C 1-methyl-3-[3-(4,4,5,5-tetramethyl-1,3,2-dioxaborolan-2-yl)phenyl]pyrazole